4,4,5,5-tetramethyl-2-(spiro[benzo[c]xanthene-7,9'-thioxanthen]-9-yl)-1,3,2-dioxaborolane CC1(OB(OC1(C)C)C=1C=CC=2OC=3C4=C(C=CC3C3(C5=CC=CC=C5SC=5C=CC=CC35)C2C1)C=CC=C4)C